3-(((tert-Butoxycarbonyl)amino)methyl)-1-(4-(difluoromethoxy)phenyl)-1H-pyrazolo[3,4-b]pyridine-4-carboxylic acid ethyl ester C(C)OC(=O)C=1C2=C(N=CC1)N(N=C2CNC(=O)OC(C)(C)C)C2=CC=C(C=C2)OC(F)F